C(C)(C)C=1C(=CC2=C(N(C(N2)=O)[C@H]2CN(CCC2)C2COCC2)C1)C=1C=C(C=2N(C1)N=CN2)OC 6-isopropyl-5-(8-methoxy-[1,2,4]triazolo[1,5-a]pyridin-6-yl)-1-((3R)-1-(tetrahydrofuran-3-yl)piperidin-3-yl)-1,3-dihydro-2H-benzo[d]imidazol-2-one